N-(2-cyclopentylethyl)-4-methoxybenzenesulfonamide C1(CCCC1)CCNS(=O)(=O)C1=CC=C(C=C1)OC